6-((5-methyl-3-(6-methylpyridin-3-yl)isoxazol-4-yl)methoxy)-N-(1,1,1-trifluoro-2-methylpropan-2-yl)pyridazine-3-carboxamide CC1=C(C(=NO1)C=1C=NC(=CC1)C)COC1=CC=C(N=N1)C(=O)NC(C(F)(F)F)(C)C